FC=1C=C(C(=O)NCCS(=O)C)C=CC1 3-fluoro-N-(2-(methylsulfinyl)ethyl)benzamide